(phenyl)[(phenyl)(dimethylfluorenylphenyl)triazinyl]dibenzoThiophene C1(=CC=CC=C1)C1=C(C2=C(SC3=C2C=CC=C3)C=C1)C1=NN=NC(=C1C1=C(C(=C(C=C1)C)C)C1=CC=CC=3C2=CC=CC=C2CC13)C1=CC=CC=C1